(R)-N-(3-(N-(2-((tert-butyldimethylsilyl)oxy)acetyl)-S-methylsulfonimidoyl)phenyl)-3-((6-fluoro-2-methylpyridin-3-yl)oxy)-5-methyl-6-(trifluoromethyl)pyridazine-4-carboxamide [Si](C)(C)(C(C)(C)C)OCC(=O)N=[S@@](=O)(C)C=1C=C(C=CC1)NC(=O)C1=C(N=NC(=C1C)C(F)(F)F)OC=1C(=NC(=CC1)F)C